C(C)OC[C@@H](N1C=NC=2C=NC=3C=CC=CC3C21)C2(CCCC2)O 1-[(1R)-2-ethoxy-1-imidazo[4,5-c]quinolin-1-yl-ethyl]cyclopentanol